BrC=1C=CC2=C([C@H](N(C[C@H](O2)C2CC2)CC2=CC=C(C=C2)OC)C)N1 |o1:6| (2R,5R*)-7-bromo-2-cyclopropyl-4-(4-methoxyphenylmethyl)-5-methyl-2,3,4,5-tetrahydropyrido[2,3-f][1,4]oxazepine